C1(CC2C(CC1)O2)CC[SiH2]CC(OC(C)=O)OC(C)=O β-(3,4-epoxycyclohexyl)ethyldiacetoxyethylsilane